ClC1=CNC2=C(C=CC=C12)NS(=O)(=O)C=1C=NN(C1)CC(=O)N 2-[4-[(3-chloro-1H-indol-7-yl)sulfamoyl]pyrazol-1-yl]acetamide